C(C1=CC=CC=C1)NC1=NC(=NC=C1C(=O)N)NC=1C=NN(C1)C 4-benzylamino-2-[(1-methyl-1H-pyrazol-4-yl)amino]pyrimidine-5-carboxamide